8-(5-chloro-3-fluoro-pyridin-2-yl)-5-(4-chloro-benzyl)-N-methyl-6,9-dioxo-5,8-diazaspiro-[3.5]nonane-2-carboxamide ClC=1C=C(C(=NC1)N1CC(N(C2(CC(C2)C(=O)NC)C1=O)CC1=CC=C(C=C1)Cl)=O)F